N(=[N+]=[N-])C(C(=O)C1=CC=C(C=C1)OC)(F)F 2-azido-2,2-difluoro-1-(4-methoxyphenyl)ethane-1-one